ETHYL 4-(4-CYCLOBUTYL-2-OXOPIPERAZIN-1-YL)BENZOATE C1(CCC1)N1CC(N(CC1)C1=CC=C(C(=O)OCC)C=C1)=O